1,2,3,4-butanetetracarboxylic acid tetrakis(2-ethylcyclohexylamide) C(C)C1C(CCCC1)NC(=O)CC(C(CC(=O)NC1C(CCCC1)CC)C(=O)NC1C(CCCC1)CC)C(=O)NC1C(CCCC1)CC